C1(=CC(=CC=C1)C1=NC(=NC=C1Cl)Cl)C1=CC=CC=C1 4-([1,1'-biphenyl]-3-yl)-2,5-dichloropyrimidine